FC=1C=C(C2=C(C=C([C@H](O2)C(F)(F)F)C(=O)O)C1)C([2H])(F)F (S)-6-fluoro-8-(difluoromethyl-d)-2-trifluoromethyl-2H-benzopyran-3-carboxylic acid